OC1=C(C=C(C=C1C)C1(CCC(CC1)C(C)(C)C1=CC(=C(C(=C1)C)O)C)C)C 4-{1-[4-(4-hydroxy-3,5-dimethylphenyl)-4-methylcyclohexyl]-1-methylethyl}-2,6-dimethylphenol